methyl-2''-oxo-dispiro[cyclohexane-1,2'-pyrrolidine-3',3''-indoline]-5'-carboxamide CN1C(C2(C3=CC=CC=C13)C1(NC(C2)C(=O)N)CCCCC1)=O